FC=1[C@]2(C3=CC=CC=C3C1C)CC(C(CC2)C(=O)OC)=O methyl (1S)-2'-fluoro-3'-methyl-3-oxospiro[cyclohexane-1,1'-indene]-4-carboxylate